4-hydroxy-N-(4-(4-methylthiooxazol-5-yl)benzyl)pyrrolidine-2-carboxamide OC1CC(NC1)C(=O)NCC1=CC=C(C=C1)C1=C(N=CO1)SC